(3aR,6R,6aR)-6-(((tert-butyldimethylsilyl)oxy)methyl)-2,2-dimethyltetrahydro-4H-cyclopenta[d][1,3]dioxol-4-one [Si](C)(C)(C(C)(C)C)OC[C@H]1CC([C@H]2[C@@H]1OC(O2)(C)C)=O